3-(4-(4-((1-(5-methoxy-2-(1-methyl-1H-pyrazol-4-yl)-4-nitrophenyl)piperidin-4-yl)methyl)piperazin-1-yl)phenyl)piperidine-2,6-dione COC=1C(=CC(=C(C1)N1CCC(CC1)CN1CCN(CC1)C1=CC=C(C=C1)C1C(NC(CC1)=O)=O)C=1C=NN(C1)C)[N+](=O)[O-]